C(CO)N(CCO)CCO The molecule is a tertiary amino compound that is ammonia in which each of the hydrogens is substituted by a 2-hydroxyethyl group. It has a role as a buffer and a surfactant. It is a tertiary amino compound, a triol and an amino alcohol. It derives from a triethylamine. It is a conjugate base of a triethanolammonium.